N-(1-methyl-2-oxo-1H-pyridin-3-yl)-5-(m-phenoxyphenyl)-1H-imidazole-2-carboxamide CN1C(C(=CC=C1)NC(=O)C=1NC(=CN1)C1=CC(=CC=C1)OC1=CC=CC=C1)=O